hexamethylene glycol diacrylate C(C=C)(=O)OCCCCCCOC(C=C)=O